O=C1N(CC2=C3C(=CC=C12)C1(CCN(CC1)C[C@H]1[C@@H](C1)C1=CC=CC=C1)CO3)C3C(NC(CC3)=O)=O 3-(6-oxo-1'-((trans-2-phenylcyclopropyl)methyl)-6,8-dihydro-2H,7H-spiro[furo[2,3-e]isoindole-3,4'-piperidin]-7-yl)piperidine-2,6-dione